CC1=NOC(=C1C1=CC2=C(N(C(=N2)CCC2=CC=C(C=C2)NC(CCCCCCCNC2=C3C(N(C(C3=CC=C2)=O)C2C(NC(CC2)=O)=O)=O)=O)CC(C)N2CCOCC2)C=C1)C N-(4-(2-(5-(3,5-dimethylisoxazol-4-yl)-1-(2-morpholinopropyl)-1H-benzo[d]imidazol-2-yl)ethyl)phenyl)-8-((2-(2,6-dioxopiperidin-3-yl)-1,3-dioxoisoindolin-4-yl)amino)octanamide